(biphenyl-2-yl)di-tert-butylphosphane gold chloride salt [Au](Cl)(Cl)Cl.C1(=C(C=CC=C1)P(C(C)(C)C)C(C)(C)C)C1=CC=CC=C1